sec-butyl-hydantoin (S)-tert-butyl-3-(4-(3,4-dichloro-2-fluorophenoxy)quinazolin-6-yl)pyrrolidine-1-carboxylate C(C)(C)(C)OC(=O)N1C[C@@H](CC1)C=1C=C2C(=NC=NC2=CC1)OC1=C(C(=C(C=C1)Cl)Cl)F.C(C)(CC)N1C(=O)NC(=O)C1